ICC1(CCC2(OCCO2)CC1)OC 8-(iodomethyl)-8-methoxy-1,4-dioxaspiro[4.5]decane